N-(6-chloro-4-(propan-2-yl)-1,5-naphthyridin-3-yl)-N'-(2-methyl-6-(2H-1,2,3-triazol-2-yl)-5-(trifluoromethyl)pyridin-3-yl)urea ClC=1N=C2C(=C(C=NC2=CC1)NC(=O)NC=1C(=NC(=C(C1)C(F)(F)F)N1N=CC=N1)C)C(C)C